FC=1C=C2C=NN(C2=CC1C=1C=2C(=NN(C2C=CC1)CC(=O)NCC(=O)NCC(=O)OC)C(C)C)C(CCC(=O)O)=O 4-(5'-fluoro-3-isopropyl-1-(2-((2-((2-methoxy-2-oxoethyl)amino)-2-oxoethyl)amino)-2-oxoethyl)-1H,1'H-[4,6'-biindazol]-1'-yl)-4-oxobutanoic acid